CC(C)=O propane-One